1-(2-bromo-6-fluoropyridin-4-yl)-3-methylcyclobutane-1-carboxylic acid methyl ester COC(=O)C1(CC(C1)C)C1=CC(=NC(=C1)F)Br